1-(5-bromo-1H-indol-3-yl)-2,2-difluoroethan-1-one BrC=1C=C2C(=CNC2=CC1)C(C(F)F)=O